C1=CC=C(C=C1)CC(C(=O)O)NC(=O)C2=CC=CC=C2NC(=O)/C=C/C3=CC=CC=C3 (+/-)-2-(2-Cinnamamidobenzamido)-3-phenylpropanoic acid